C(C)(C)C=1C2=C(NC1C=1C=C(C=3N(C1)N=CN3)C)SC=C2 4-isopropyl-5-(8-methyl-[1,2,4]triazolo[1,5-a]pyridin-6-yl)-6H-thieno[2,3-b]pyrrole